1-(5-((2-amino-5-chloropyridin-3-yl)oxy)-2-chlorophenyl)-3-(p-tolyl)urea NC1=NC=C(C=C1OC=1C=CC(=C(C1)NC(=O)NC1=CC=C(C=C1)C)Cl)Cl